piperidin-4-yl-piperidine-4-carboxamide hydrochloride Cl.N1CCC(CC1)N1CCC(CC1)C(=O)N